2-[2-Hydroxy-4-(2-hydroxy-3-octyloxy-propyloxy)phenyl]-4,6-bis(2,4-dimethylphenyl)-1,3,5-triazine OC1=C(C=CC(=C1)OCC(COCCCCCCCC)O)C1=NC(=NC(=N1)C1=C(C=C(C=C1)C)C)C1=C(C=C(C=C1)C)C